CN1CCN(C2=C(C=CC=C12)C)S(=O)(=O)C1=C(C=C(C=C1)C1=CC(=NC=C1)C)C 1,5-dimethyl-4-[2-methyl-4-(2-methylpyridin-4-yl)benzenesulfonyl]-1,2,3,4-tetrahydroquinoxaline